(R)-7-(4-bromo-3-(trifluoromethyl)benzoyl)-2-(((S)-but-3-en-2-yl)amino)-3-(1,2-dimethyl-1H-benzo[d]imidazol-5-yl)-6-methyl-5,6,7,8-tetrahydropyrido[3,4-d]pyrimidin-4(3H)-one BrC1=C(C=C(C(=O)N2CC=3N=C(N(C(C3C[C@H]2C)=O)C2=CC3=C(N(C(=N3)C)C)C=C2)N[C@@H](C)C=C)C=C1)C(F)(F)F